ClC=1N=CC(=NC1C)C(=O)NC 5-chloro-N,6-dimethyl-pyrazine-2-carboxamide